C(C)(C)[C@@H]1CCC2=C(C=3N1C=C(C(C3)=O)C(=O)O)N=C(C(=C2)OCCCOC)OC (S)-7-isopropyl-2-methoxy-3-(3-methoxypropoxy)-11-oxo-5,6,7,11-tetrahydrodipyrido[1,2-a:2',3'-c]azepin-10-carboxylic acid